C(CCCC)C1CCCC2=CC=CC=C12 pentyl-tetralin